tert-butyl 2-(4-nitro-1H-pyrazol-1-yl)-7-azaspiro[3.5]nonane-7-carboxylate [N+](=O)([O-])C=1C=NN(C1)C1CC2(C1)CCN(CC2)C(=O)OC(C)(C)C